N1CCC(CC1)OCC1CN(C1)C(=O)OC(C)(C)C tert-Butyl 3-(4-piperidyloxymethyl)azetidine-1-carboxylate